Trimethylolpropane Trioctanoate CCCCCCCC(=O)OCC(CC)(COC(=O)CCCCCCC)COC(=O)CCCCCCC